FC(C1=C(C=CC=C1)N1N=CC(=C1)C(=O)O)(F)F 1-[2-(trifluoromethyl)phenyl]pyrazole-4-carboxylic acid